(4-(1-methyl-1H-indol-3-yl)pyrimidin-2-yl)-2-nitro-5-(trifluoromethyl)benzene-1,4-diamine CN1C=C(C2=CC=CC=C12)C1=NC(=NC=C1)C=1C(=C(C=C(C1N)C(F)(F)F)N)[N+](=O)[O-]